COC(=O)C1=CC2=C(N=C(S2)N2[C@H]3CC(C[C@@H]2CC3)OCC=3C(=NOC3C3CC3)C3=C(C=CC=C3F)F)C(=C1)C#N 4-cyano-2-((1R,3R,5S)-3-((5-cyclopropyl-3-(2,6-difluorophenyl)isoxazol-4-yl)methoxy)-8-azabicyclo[3.2.1]oct-8-yl)benzo[d]thiazole-6-carboxylic acid methyl ester